FC=1C=C(C=CC1OC)C1=CN=C2N1C=CN=C2NC2=CC(=C(C(=O)NCC1COCCC1)C=C2)C 4-((3-(3-fluoro-4-methoxy-phenyl)imidazo[1,2-a]pyrazin-8-yl)amino)-2-methyl-N-((tetrahydro-2H-pyran-3-yl)methyl)benzamide